2-[[[1-(methoxymethyl)cyclopropyl]amino]methyl]-6-[3-[3-methoxy-1-(4-methyl-1,2,4-triazol-3-yl)cyclobutyl]phenyl]-4-(trifluoromethyl)-1H-pyrrolo[2,3-c]pyridin-7-one COCC1(CC1)NCC1=CC2=C(C(N(C=C2C(F)(F)F)C2=CC(=CC=C2)C2(CC(C2)OC)C2=NN=CN2C)=O)N1